C[Pt](C1(C=CC=C1)[Si](C)(C)C)(C)C trimethyl-(trimethylsilylcyclopentadienyl)platinum (IV)